C1(CC1)C(=O)N1CCC(C1)OCC1=CN=NN1C (cyclopropanecarbonyl)-4-((1-methyl-1H-1,2,3-triazol-5-yl)methoxy)pyrrolidin